CC1=C(C2=C(C(=NO2)NC2=CC(=CC=C2)C(F)(F)F)C=C1)C#CC=1C=NC=CC1 6-methyl-7-(pyridin-3-ylethynyl)-N-(3-(trifluoromethyl)phenyl)benzo[d]isoxazol-3-amine